1-((1H-imidazol-4-yl)methyl)-4-(methylamino)-7-(trifluoromethyl)quinazolin-2(1H)-one N1C=NC(=C1)CN1C(N=C(C2=CC=C(C=C12)C(F)(F)F)NC)=O